C1(=CC=C(C=C1)N(C1=CC=C(C=C1)C1=CC2=CC=CC=C2C=C1)C1=CC=C(C=C1)C1=C(C2=CC=CC=C2C=C1)C=1C=CC2=C(OC3=C2C=CC=C3)C1)C1=CC=CC=C1 (biphenyl-4-yl)-[4-{1-(dibenzofuran-3-yl)naphthalene-2-yl}phenyl]-(4-naphthalene-2-yl-phenyl)amine